The molecule is a quaternary ammonium ion that is the conjugate acid of 3-dehydrocarnitine. It has a role as a human metabolite. It derives from a carnitinium. It is a conjugate acid of a 3-dehydrocarnitine. C[N+](C)(C)CC(=O)CC(=O)O